ClC=1C(=CC(=NC1)NC(=O)C1CCN(CC1)CC1=CC=C(C=C1)NC1C(NC(CC1)=O)=O)C1=C2N(N=C1)CC(C2)(C)C N-(5-chloro-4-(5,5-dimethyl-5,6-dihydro-4H-pyrrolo[1,2-b]pyrazol-3-yl)pyridin-2-yl)-1-(4-((2,6-dioxopiperidin-3-yl)amino)benzyl)piperidine-4-carboxamide